2-[4-(1-fluorocyclopropyl)-6-methoxy-pyrimidin-5-yl]-5H-pyrrolo[3,2-d]pyrimidine FC1(CC1)C1=NC=NC(=C1C=1N=CC2=C(N1)C=CN2)OC